C(C1=CC=CC=C1)(C1=CC=CC=C1)N1N2C(C3=C(C1)N=CO3)=C(C(C=C2)=O)O 5-benzhydryl-10-hydroxy-4,5-dihydro-9H-oxazolo[5,4-d]pyrido[1,2-b]pyridazin-9-one